CN1N=C(C(=C1)C(=O)O\N=C\C1=CC(=C(C(=C1)OC)OC)OC)C(F)F (E)-3,4,5-trimethoxybenzaldehyde O-(1-methyl-3-(difluoromethyl)-1H-pyrazole-4-carbonyl) oxime